FC=1C(=C(C=CC1F)[C@H]1[C@@H](O[C@]([C@H]1C)(C(F)(F)F)C)C(=O)NC=1C=NC(=CC1)[C@@H]1OC(OC1)(C)C)OC (2R,3S,4S,5R)-3-(3,4-difluoro-2-methoxyphenyl)-N-(6-((S)-2,2-dimethyl-1,3-dioxolan-4-yl)pyridin-3-yl)-4,5-dimethyl-5-(trifluoromethyl)tetrahydrofuran-2-carboxamide